C(CCC)C1=C(C=2C=3C=CC=C4C=CC=C(C5=CC=CC(=C1)C52)C43)CCCC dibutyl-perylene